(1S,2R)-1-((R)-5H-imidazo[5,1-a]isoindol-5-yl)spiro[3.3]heptan-2-ol C=1N=CN2C1C1=CC=CC=C1[C@H]2[C@H]2[C@@H](CC21CCC1)O